BrC(C(=O)C(Br)(Br)Br)(Br)Br hexabromoAcetone